1-β-hydroxy-ethyloxy-2-β-hydroxyethylamino-5-nitrobenzene OCCOC1=C(C=CC(=C1)[N+](=O)[O-])NCCO